COC=1C(=C(C=CC1)CO)[N+](=O)[O-] (3-METHOXY-2-NITROPHENYL)METHANOL